Bis-{4-(benzoxazole-2-yl)phenyl}-(9,9-dimethyl-9H-fluorene-2-yl)-amine O1C(=NC2=C1C=CC=C2)C2=CC=C(C=C2)N(C2=CC=1C(C3=CC=CC=C3C1C=C2)(C)C)C2=CC=C(C=C2)C=2OC1=C(N2)C=CC=C1